t-butoxytriethylsilane C(C)(C)(C)O[Si](CC)(CC)CC